N(=C=S)CCCS(=O)(=O)C 1-isothiocyanato-3-(methylsulfonyl)propane